C(CCCCCCC)SSC=1SC(=NN1)SSCCCCCCCC 2,5-bis(n-octyl-dithio)-1,3,4-thiadiazole